N-(5-((6-((R)-3-(3-fluorophenyl)isoxazolidine-2-yl)pyrimidine-4-yl)amino)-4-methoxy-2-((R)-3-morpholinopyrrolidine-1-yl)phenyl)acrylamide FC=1C=C(C=CC1)[C@@H]1N(OCC1)C1=CC(=NC=N1)NC=1C(=CC(=C(C1)NC(C=C)=O)N1C[C@@H](CC1)N1CCOCC1)OC